perfluoro-4-methyl-3-isopropyl-pentene FC(=C(C(C(C(F)(F)F)(C(F)(F)F)F)(C(C(F)(F)F)(C(F)(F)F)F)F)F)F